6-(methoxy-d3)-4-(2H-1,2,3-triazol-2-yl)nicotinic acid C(OC1=NC=C(C(=O)O)C(=C1)N1N=CC=N1)([2H])([2H])[2H]